ClC1=C(C(=O)N2COC3=C(C2)C=CC=C3C3=CC(=C(C(=O)O)C=C3F)N3C2COCC3CC2)C(=CC(=C1)N1CCOC2CC12)Cl 4-[3-[2,6-Dichloro-4-(2-oxa-5-azabicyclo[4.1.0]heptan-5-yl)benzoyl]-2,4-dihydro-1,3-benzoxazin-8-yl]-5-fluoro-2-(3-oxa-8-azabicyclo[3.2.1]octan-8-yl)benzoic acid